CONCCC1=CC=CC=C1 Methoxyphenethylamine